4-((3-fluoro-5-(1-(tetrahydro-2H-pyran-2-yl)-1H-pyrazol-5-yl)pyridin-2-yl)oxy)-N-hydroxybenzoamidine FC=1C(=NC=C(C1)C1=CC=NN1C1OCCCC1)OC1=CC=C(C(=N)NO)C=C1